ClC1=CC=C2C=CN=C(C2=C1)OCCN1CCC(CC1)O 1-(2-((7-chloroisoquinolin-1-yl)oxy)ethyl)piperidin-4-ol